2-(3,4-dichlorophenyl)-5-methyloctahydropyrrolo[3,4-c]pyrrole ClC=1C=C(C=CC1Cl)N1CC2CN(CC2C1)C